C(#N)CC=1OC=CC1C(=O)OC methyl 2-(cyanomethyl)furan-3-carboxylate